COC(=O)C1(CC1)CN1CCNCC1.COC1=C(C(CC1)=O)C(C)CCCCCC 3-methoxy-2-(oct-2-yl)cyclopent-2-en-1-one methyl-1-(piperazin-1-ylmethyl)cyclopropane-1-carboxylate